ClC1=C(C=C(C=2C=C3N(C12)C[C@H](C3)NC(C)=O)OCC#N)Cl (S)-N-(5,6-Dichloro-8-(cyanomethoxy)-2,3-dihydro-1H-pyrrolo[1,2-a]indol-2-yl)acetamide